4,4'-(difluorosilylene)bis[3-methylbutyronitrile] F[Si](CC(CC#N)C)(CC(CC#N)C)F